C(C)(C)(C)NC(=O)N1C2CN(C(C1)C2)C2=NC=C(C=C2)C2=NOC(=N2)C(F)(F)F N-(tert-butyl)-5-(5-(5-(trifluoromethyl)-1,2,4-oxadiazol-3-yl)pyridin-2-yl)-2,5-diazabicyclo[2.2.1]heptane-2-carboxamide